ClC=1C=C(C=CC1)N1CCN(CC1)CCOC1=C(C#N)C=CC=C1 (2-(4-(3-chlorophenyl)piperazin-1-yl)ethoxy)benzonitrile